C1(=CC(=CC=C1)C1=NC(=NC=C1F)NC1CCN(CC1)C(=O)OC(C)(C)C)C1=CC=CC=C1 tert-butyl 4-((4-([1,1'-biphenyl]-3-yl)-5-fluoropyrimidin-2-yl)amino)piperidine-1-carboxylate